C12CN(CC2CC1)C[C@@H](C)NC(C1=CC=C(C=C1)C1=NOC(=N1)C(F)(F)F)=O N-((2R)-1-(3-Azabicyclo[3.2.0]heptan-3-yl)propan-2-yl)-4-(5-(trifluoromethyl)-1,2,4-oxadiazol-3-yl)benzamide